2-cyano-N-(3-(6-(piperidin-3-yl)pyridin-2-yl)pyrazolo[1,5-a]pyridin-5-yl)acetamide C(#N)CC(=O)NC1=CC=2N(C=C1)N=CC2C2=NC(=CC=C2)C2CNCCC2